2-[2-(3,4-difluoro-2-methyl-phenoxy)-4-methyl-5-(trifluoromethyl)-3-pyridyl]-5-(dimethylamino)-1H-quinolin-4-one FC=1C(=C(OC2=NC=C(C(=C2C=2NC3=CC=CC(=C3C(C2)=O)N(C)C)C)C(F)(F)F)C=CC1F)C